1-cyclopropyl-6-fluoro-7-(4-(quinolin-8-ylmethyl)piperazin-1-yl)-4-oxo-1,4-dihydroquinoline-3-carboxylic acid C1(CC1)N1C=C(C(C2=CC(=C(C=C12)N1CCN(CC1)CC=1C=CC=C2C=CC=NC12)F)=O)C(=O)O